sodium 1-butoxide CCCC[O-].[Na+]